COC(=O)[C@]1(N[C@H]([C@]([C@@H]1C1=CC=CC=C1)([N+](=O)[O-])C)C=1SC=CC1)C (2S,3R,4S,5R)-5-(thiophen-2-yl)-2,4-dimethyl-4-nitro-3-phenylpyrrolidine-2-carboxylic acid methyl ester